(E)-3-(benzo[d][1,3]dioxol-5-yl)acrylic acid O1COC2=C1C=CC(=C2)/C=C/C(=O)O